N1(CCC1)CCN1CCN(CC1)C(=O)C=1NC2=CC=C(C(=C2C1F)Cl)F 2-(azetidin-1-yl)-1-(4-(4-chloro-3,5-difluoro-1H-indole-2-carbonyl)piperazin-1-yl)ethan